C(C)(=O)N1CCN(CC1)C(CCCC#CC1=C2C(N(C(=NC2=CC=C1)CN1N=C(C=2C1=NC=NC2N)C2=CC=C(C=C2)O)CC2=C(C=CC=C2)Cl)=O)=O 5-(6-(4-Acetyl-piperazin-1-yl)-6-oxohex-1-yn-1-yl)-2-((4-amino-3-(4-hydroxyphenyl)-1H-pyrazolo[3,4-d]pyrimidin-1-yl)methyl)-3-(2-chlorobenzyl)quinazolin-4(3H)-one